1-((3S,8S,9S,10R,13S,14S,17S)-3-hydroxy-10,13-dimethyl-2,3,6,7,8,9,10,11,12,13,14,15,16,17-tetradecahydro-1H-cyclopenta[a]phenanthren-17-yl)ethan-1-one O[C@H]1CC[C@@]2([C@H]3CC[C@@]4([C@H](CC[C@H]4[C@@H]3CCC2=C1)C(C)=O)C)C